OC=1C(=C(C(=CC1)C)NC(=O)C1=CN=C(S1)NC1=NN(C=C1C)C(C(=O)O)COC)C 2-(3-((5-((3-Hydroxy-2,6-dimethylphenyl)carbamoyl)thiazol-2-yl)amino)-4-methyl-1H-pyrazol-1-yl)-3-methoxypropanoic acid